C(C)OC(COC(C(C)OC1=C(C=C(C(=C1)N1C(N(C(N(C1=O)C)=S)C)=O)F)Cl)=O)=O 2-(2-chloro-5-(3,5-dimethyl-2,6-dioxo-4-thioxo-1,3,5-triazin-1-yl)-4-fluorophenoxy)propionic acid 2-ethoxy-2-oxoethyl ester